4-[[2-(3-ethoxyphenyl)phenyl]methyl]piperazin C(C)OC=1C=C(C=CC1)C1=C(C=CC=C1)CN1CCNCC1